FC=1C=C(C=CC1F)N1CC2C(C1)CN(C2)C(=O)C2=CC(NC1=CC=CC=C21)=O 4-(5-(3,4-difluorophenyl)octahydropyrrolo[3,4-c]pyrrole-2-carbonyl)quinolin-2(1H)-one